4-hydroxy-1-(3-methyl-2-(4-methyl-1H-pyrazol-1-yl)butanoyl)pyrrolidine-2-carboxamide tert-butyl-6-oxo-2-azaspiro[3.3]heptane-2-carboxylate C(C)(C)(C)OC(=O)N1CC2(C1)CC(C2)=O.OC2CC(N(C2)C(C(C(C)C)N2N=CC(=C2)C)=O)C(=O)N